CCCCCC=CCCCCCCCCC 6-Hexadecene